C(C)(C)C1=C(C=CC=C1)C1=CC=CC2=CC=CC=C12 2-isopropyl-phenyl-naphthalene